C(CC#C)N1C=NC2=NC=NC=C12 7-(But-3-yn-1-yl)-7H-purine